Tripropylcitrat C(CC)C(C(C(C(=O)[O-])(CCC)CCC)(O)C(=O)[O-])C(=O)[O-]